C(C)(C)(C)OC(=O)N[C@@H](CC(=O)OCC)C=1C=C(C=C(C1F)C)C1=C(C=C(C=C1C)C(F)(F)F)C Ethyl (S)-3-((tert-butoxycarbonyl)amino)-3-(4-fluoro-2',5,6'-trimethyl-4'-(trifluoromethyl)-[1,1'-biphenyl]-3-yl)propanoate